S(=O)(=O)(ON1[C@@H]2CC[C@H](N(C1=O)C2)C(NS(=O)(=O)[C@@H]2CN(CC2)C(C)=O)=N)O (2S,5R)-2-(N-(((S)-1-acetylpyrrolidin-3-yl) sulfonyl) carbamimidoyl)-7-oxo-1,6-diazabicyclo[3.2.1]octan-6-yl hydrogen sulfate